ClC1=C(C(=NN1C)C)S(=O)(=O)N1CCN(CC1)C1=C(C=CC=C1)/C=C/C(=O)NO (E)-3-(2-(4-((5-chloro-1,3-dimethyl-1H-pyrazol-4-yl)sulfonyl)piperazin-1-yl)phenyl)-N-hydroxyacrylamide